androStadienone C[C@@]12C=CC[C@H]1[C@@H]1CCC3=CC(=O)CC[C@]3(C)[C@H]1CC2